(E)-3-(4-((2,4-dioxo-3-phenyl-3,4-dihydroquinazolin-1(2H)-yl)methyl)phenyl)-N-hydroxyacrylamide O=C1N(C2=CC=CC=C2C(N1C1=CC=CC=C1)=O)CC1=CC=C(C=C1)/C=C/C(=O)NO